trimethoxyl(methyl)silane O(C)[Si](C)(OC)OC